(5-(3,5-difluorophenyl)-4,5-dihydro-1H-pyrazol-1-yl)(1-(4-(3-((4-hydroxy-4-methylpentyl)oxy)phenyl)pyridin-2-yl)piperidin-4-yl)methanone FC=1C=C(C=C(C1)F)C1CC=NN1C(=O)C1CCN(CC1)C1=NC=CC(=C1)C1=CC(=CC=C1)OCCCC(C)(C)O